N-(2-ethylbenzofuro[3,2-d]pyrimidin-4-yl)-N-methyl-L-alanine C(C)C=1N=C(C2=C(N1)C1=C(O2)C=CC=C1)N([C@@H](C)C(=O)O)C